NC=1C=C(C=C(C1)C(F)(F)F)[C@@H](C)NC1=NC(=NC2=CC(=C(C=C12)OCCOC1COC1)C#C)C (R)-N-(1-(3-Amino-5-(trifluoromethyl)phenyl)ethyl)-7-ethynyl-2-methyl-6-(2-(oxaCyclobutan-3-yloxy)ethoxy)quinazolin-4-amine